3-(3-OXO-2,3-DIHYDRO-4H-BENZO[B][1,4]THIAZIN-4-YL)-N-(4-(PYRIDIN-2-YL)PHENYL)PROPANAMIDE O=C1N(C2=C(SC1)C=CC=C2)CCC(=O)NC2=CC=C(C=C2)C2=NC=CC=C2